N-Butyl-3,4-methylenedioxyamphetamine C(CCC)NC(C)CC1=CC2=C(C=C1)OCO2